S(C)(=O)(=O)O.ClC=1C=C(C=CC1)NC(=O)NC=1SC(=CN1)CCNC=1C2=C(N=CN1)C=CS2 N-(3-chlorophenyl)-N'-[5-[2-(thieno[3,2-d]pyrimidin-4-ylamino)ethyl]-2-thiazolyl]urea mesylate